(3S,3aR,6R,6aR)-6-(3-bromo-4-methoxyphenyl)hexahydrofuro[3,2-b]furan-3-ol BrC=1C=C(C=CC1OC)[C@@H]1CO[C@H]2[C@@H]1OC[C@@H]2O